rac-(6S,7S,8aS)-6-(4-chlorophenyl)-2,3,7-trimethyl-1,4-dioxooctahydropyrrolo[1,2-a]pyrazine-7-carbonitrile ClC1=CC=C(C=C1)[C@H]1[C@](C[C@@H]2N1C(C(N(C2=O)C)C)=O)(C#N)C |r|